COC(=O)N1C[C@@H](OCC1)CC1=C(N=C2N1C=CC(=C2)C)C2=C(C=C(C=C2F)C2=NC=CC=C2)F (S)-2-((2-(2,6-difluoro-4-(pyridin-2-yl)phenyl)-7-methylimidazo[1,2-a]pyridin-3-yl)methyl)morpholine-4-carboxylic acid methyl ester